ethyl 2-[3-(acetyloxy)-1-(3-bromophenyl)cyclobutyl]acetate C(C)(=O)OC1CC(C1)(C1=CC(=CC=C1)Br)CC(=O)OCC